N1=CC=C(C=C1)CN1C2CN(CC1CC2)C(=O)OC(C)(C)C tert-Butyl 8-(pyridin-4-ylmethyl)-3,8-diazabicyclo[3.2.1]octane-3-carboxylate